sodium 2,4-dimethoxybenzenesulfinate COC1=C(C=CC(=C1)OC)S(=O)[O-].[Na+]